(2R)-3-(((2,3-bis((3-(benzyl(tert-butoxycarbonyl)amino)propanoyl)oxy)propoxy)(hydroxy)-phosphoryl)oxy)propane-1,2-diyl ditetradecanoate C(CCCCCCCCCCCCC)(=O)OC[C@H](COP(=O)(O)OCC(COC(CCN(C(=O)OC(C)(C)C)CC1=CC=CC=C1)=O)OC(CCN(C(=O)OC(C)(C)C)CC1=CC=CC=C1)=O)OC(CCCCCCCCCCCCC)=O